methyl 5-((6-((2-methoxypyridin-3-yl)amino)-1-methyl-1H-pyrazolo[3,4-d]pyrimidin-3-yl)amino)-6-methylnicotinate COC1=NC=CC=C1NC1=NC=C2C(=N1)N(N=C2NC=2C(=NC=C(C(=O)OC)C2)C)C